C(C)(C)(C)OC(=O)[C@H]1NCCC1 (S)-2-(tert-butoxy-carbonyl)pyrrolidine